C1(CC1)C=1C=C(C(=O)N=C2NCCCN2)C=CC1NC1=CC(=CC=C1)C1=NN=NN1CCOC 3-cyclopropyl-N-(1,3-diazinan-2-ylidene)-4-({3-[1-(2-methoxyethyl)-1H-1,2,3,4-tetrazol-5-yl]phenyl}amino)benzamide